[Br-].CC1[S+](CCC1)CC#N methyl-1-(cyanomethyl)tetrahydro-1H-thiophen-1-ium bromide